4-((2-aminoethyl)sulfanyl)-2-(2,6-dioxopiperidin-3-yl)isoindoline-1,3-dione NCCSC1=C2C(N(C(C2=CC=C1)=O)C1C(NC(CC1)=O)=O)=O